(1S,2r)-2-((S)-8-(((S)-1-acetylpyrrolidin-3-yl)oxy)-5-chloro-1-((6-oxo-5-azaspiro[2.4]hept-5-yl)methyl)-1,2,3,4-tetrahydroisoquinoline-2-carbonyl)-1-methylcyclohexane-1-carboxylic acid C(C)(=O)N1C[C@H](CC1)OC=1C=CC(=C2CCN([C@@H](C12)CN1CC2(CC2)CC1=O)C(=O)[C@H]1[C@](CCCC1)(C(=O)O)C)Cl